2-hydroxy-6-(trifluoromethyl)nicotinic acid OC1=C(C(=O)O)C=CC(=N1)C(F)(F)F